4,4'-((2,3-dipropionamido-1,4-phenylene)bis(naphthalene-8,1-diyl))bis(N-((R)-1-phenylethyl)benzamide) C(CC)(=O)NC1=C(C=CC(=C1NC(CC)=O)C=1C=CC=C2C=CC=C(C12)C1=CC=C(C(=O)N[C@H](C)C2=CC=CC=C2)C=C1)C=1C=CC=C2C=CC=C(C12)C1=CC=C(C(=O)N[C@H](C)C2=CC=CC=C2)C=C1